(3R,4R)-4-((3-(3-(4-methoxybenzyl)-2,4-dioxo-3,4-dihydropyrimidin-1(2H)-yl)-1-methyl-1H-indazol-6-yl) amino)-3-methylpiperidine-1-carboxylate COC1=CC=C(CN2C(N(C=CC2=O)C2=NN(C3=CC(=CC=C23)N[C@H]2[C@@H](CN(CC2)C(=O)[O-])C)C)=O)C=C1